CS(=O)(=O)C=CC(=O)N1CCN(CC1)C1=NC=NC2=CC=CC=C12 4-(4-(3-(methylsulfonyl)acryloyl)piperazin-1-yl)quinazoline